2-[1-(5-bromo-2-pyridinyl)-4-hydroxy-4-piperidinyl]acetic acid tert-butyl ester C(C)(C)(C)OC(CC1(CCN(CC1)C1=NC=C(C=C1)Br)O)=O